COC=1C=C(C=NC1)C(C)OC1=CC(=CC=2N1C(=CN2)C#N)C=2N=NN(C2C)C2CCNCC2 5-[1-(5-Methoxy-3-pyridyl)ethoxy]-7-[5-methyl-1-(4-piperidyl)triazol-4-yl]imidazo[1,2-a]pyridine-3-carbonitrile